(S)-2-((6-chlorobenzo-[d]thiazol-2-yl)amino)-N-(pyrrolidin-3-yl)isonicotinamide ClC1=CC2=C(N=C(S2)NC=2C=C(C(=O)N[C@@H]3CNCC3)C=CN2)C=C1